3-(3-((4-(4-amino-3-(4-phenoxyphenyl)-1H-pyrazolo[3,4-d]pyrimidin-1-yl)piperidin-1-yl)methyl)-4-fluorophenyl)piperidine-2,6-dione NC1=C2C(=NC=N1)N(N=C2C2=CC=C(C=C2)OC2=CC=CC=C2)C2CCN(CC2)CC=2C=C(C=CC2F)C2C(NC(CC2)=O)=O